C(#N)C1=CC=2N(N=C1)C(=CC2)C2=CC(=C(C=N2)C2=NN=C(S2)N2C[C@H]1CC[C@@H](C2)C1NC(=O)C1CCN(CC1)C1COC1)NC(C)C N-((1R,5S,8s)-3-(5-(6-(3-cyanopyrrolo[1,2-b]pyridazin-7-yl)-4-(isopropylamino)pyridin-3-yl)-1,3,4-thiadiazol-2-yl)-3-azabicyclo[3.2.1]oct-8-yl)-1-(oxetan-3-yl)piperidine-4-carboxamide